4-[4-(trifluoromethyl)-1-{[2-(trimethylsilyl)ethoxy]methyl-imidazol-2-yl}phenyl-methyl]pyrido[2,3-d]pyrimidin-7-one FC(C1=CCC(C=C1)(C=1NC=C(N1)COCC[Si](C)(C)C)CC=1C=2C(N=CN1)=NC(CC2)=O)(F)F